2-(2-(4-(trifluoromethyl)phenyl)butanamido)thiophene-3-carboxylate FC(C1=CC=C(C=C1)C(C(=O)NC=1SC=CC1C(=O)[O-])CC)(F)F